(E)-N'-(2-bromo-5-hydroxy-4-methoxybenzylidene)-4-methylbenzenesulfonyl-hydrazine tert-butyl-3,3-dimethyl-4-(trifluoromethylsulfonyloxy)-2,6-dihydropyridine-1-carboxylate C(C)(C)(C)OC(=O)N1CC(C(=CC1)OS(=O)(=O)C(F)(F)F)(C)C.BrC1=C(\C=N\NS(=O)(=O)C2=CC=C(C=C2)C)C=C(C(=C1)OC)O